CC1=CC=C(C=C1)S(=O)(=O)OC[C@@H]1COC[C@@H](C1)O[Si](C)(C)C(C)(C)C ((3S,5R)-5-((tert-butyldimethylsilyl)oxy)tetrahydro-2H-pyran-3-yl)methyl 4-methylbenzenesulfonate